FC1=C(C(=C(C=C1OC)OC)F)N1C(N(C2=C(C1)C=NC(=C2)C=2C(=NN(C2)C)C)C=2C=NNC2)=O 3-(2,6-difluoro-3,5-di-Methoxyphenyl)-7-(1,3-dimethyl-1H-pyrazol-4-yl)-1-(1H-pyrazol-4-yl)-3,4-dihydropyrido[4,3-d]Pyrimidin-2(1H)-one